C(C)OC(CCC(=O)C1=NC(=CC(=C1O)Br)C1=C(C=C(C=C1)F)C)=O 4-[4-bromo-6-(4-fluoro-2-methyl-phenyl)-3-hydroxy-pyridin-2-yl]-4-oxo-butyric acid ethyl ester